CN(C)CC1CCN(CC1)C1=C(C=NC=C1)N 4-(4-((dimethylamino)methyl)piperidin-1-yl)pyridin-3-amine